Tetrabromohexafluorobisphenol a BrC1=C(C(=C(C(=C1O)Br)Br)C(C(F)(F)F)(C(F)(F)F)C1=CC=C(C=C1)O)Br